C(C)C(CC#N)CC 3-Ethylpentanenitrile